tetrapentylammonium bis(trifluoromethanesulfonyl)imide salt [N-](S(=O)(=O)C(F)(F)F)S(=O)(=O)C(F)(F)F.C(CCCC)[N+](CCCCC)(CCCCC)CCCCC